CC1=C(C(=NO1)C=1C=CC(=NC1)C(F)(F)F)COC1=CC2=C(N=N1)CNCC2 5-[5-methyl-4-({5H,6H,7H,8H-pyrido[3,4-c]pyridazin-3-yloxy}methyl)-1,2-oxazol-3-yl]-2-(trifluoromethyl)pyridine